(neopentyl-cyclopentadienyl)tris(ethylmethylamino)hafnium C(C(C)(C)C)C1(C=CC=C1)[Hf](N(CC)C)(N(CC)C)N(C)CC